methyl 2-((3S,6S,7R)-12-(benzyloxy)-10-((2,4-difluorobenzyl)carbamoyl)-6-mercapto-3-methyl-1,11-dioxo-1,4,5,6,7,11-hexahydro-3H-2,7-methanopyrido[1,2-a][1,4]diazonin-6-yl)acetate C(C1=CC=CC=C1)OC=1C(C(=CN2C1C(N1[C@H](CC[C@]([C@H]2C1)(S)CC(=O)OC)C)=O)C(NCC1=C(C=C(C=C1)F)F)=O)=O